8-(3-(3-amino-2-methylphenyl)-5-cyano-1H-indol-1-yl)-N-hydroxyoctanoamide NC=1C(=C(C=CC1)C1=CN(C2=CC=C(C=C12)C#N)CCCCCCCC(=O)NO)C